C(C)(C)(CC)O[Si](O)(OC(C)(C)CC)OC(C)(C)CC tri-t-pentoxysilanol